FC1=C(C=CC(=C1)C)C1=CN=C(N1)C1N(CCCC1)C(C(C)SC)=O 1-(2-(5-(2-fluoro-4-methylphenyl)-1H-imidazol-2-yl)piperidin-1-yl)-2-(methylthio)propan-1-one